N4-((1S,2R)-2-fluorocyclopropyl)-N2-(1-(2-(methylsulfonyl)ethyl)-1H-indazol-4-yl)-5-(trifluoromethyl)pyrimidine-2,4-diamine F[C@H]1[C@H](C1)NC1=NC(=NC=C1C(F)(F)F)NC1=C2C=NN(C2=CC=C1)CCS(=O)(=O)C